O=C1N(CCC(N1)=O)C1=CC(=C(CN2CCN(CC2)C=2C(=CC3=C(C(C=4NC5=CC(=CC=C5C4C3=O)C#N)(C)C)C2)CC)C=C1)F 8-(4-(4-(2,4-dioxotetrahydropyrimidin-1(2H)-yl)-2-fluorobenzyl)piperazin-1-yl)-9-ethyl-6,6-dimethyl-11-oxo-6,11-dihydro-5H-benzo[b]carbazole-3-carbonitrile